ClC=1C=C(C=C(C1)Cl)C1=CC(=C(C(=N1)OC=1C=CC(=NC1)N1CCN(CC1)C(=O)OC(C)(C)C)C)CN1CCC(CC1)CC(=O)OC tert-Butyl 4-(5-((6-(3,5-dichlorophenyl)-4-((4-(2-methoxy-2-oxoethyl)piperidin-1-yl)methyl)-3-methylpyridin-2-yl)oxy)pyridin-2-yl)piperazine-1-carboxylate